ClC1=CC=C(C=C1)C1=N[C@@H](C=2N(C3=C1C(=C(S3)C)C)C(=NN2)C)CC(=O)O[C@H](C)C2=CC=C(C=C2)C(NC2=C(C=CC=C2)NC(=O)OC(C)(C)C)=O (R)-1-(4-((2-((tert-butoxycarbonyl)amino)phenyl)carbamoyl)phenyl)ethyl 2-((R)-4-(4-chlorophenyl)-2,3,9-trimethyl-6H-thieno[3,2-f][1,2,4]triazolo[4,3-a][1,4]diazepin-6-yl)acetate